N(=[N+]=[N-])CCCCCCCCCCCCCCC(=O)O 15-azidopentadecanoic acid